N-(tert-butoxycarbonyl)-L-valyl-(4R)-4-hydroxy-N-{(1R)-2-hydroxy-1-[4-(4-methyl-1,3-thiazole-5-yl)phenyl]ethyl}-L-prolinamide C(C)(C)(C)OC(=O)N[C@@H](C(C)C)C(=O)N1[C@@H](C[C@H](C1)O)C(=O)N[C@@H](CO)C1=CC=C(C=C1)C1=C(N=CS1)C